CC=1C=C(N)C=C(C1N1CC2(C1)CN(C2)C)C 3,5-Dimethyl-4-(6-methyl-2,6-diazaspiro[3.3]hept-2-yl)aniline